1-isopropyl-N-(prop-2-yn-1-yl)-1H-indazole-4-carboxamide C(C)(C)N1N=CC=2C(=CC=CC12)C(=O)NCC#C